5-chloro-2-[(3,3-difluorocyclopentanecarbonyl)amino]-N-[(1S)-3-(methylamino)-1-[[(3S,5R)-5-methyl-2-oxo-pyrrolidin-3-yl]methyl]-2,3-dioxo-propyl]benzamide ClC=1C=CC(=C(C(=O)N[C@H](C(C(=O)NC)=O)C[C@H]2C(N[C@@H](C2)C)=O)C1)NC(=O)C1CC(CC1)(F)F